1-(1,1-dioxo-isothiazolin-2-yl)-2-propanol O=S1(N(CCC1)CC(C)O)=O